(3S)-4-(6-cyano-7-(2-fluoro-6-methoxyphenyl)-1-(2-isopropyl-4-methylpyridine-3-yl)-2-oxo-1,2-dihydropyrido[2,3-d]pyrimidin-4-yl)-3-methylpiperazine-1-carboxylate C(#N)C1=CC2=C(N(C(N=C2N2[C@H](CN(CC2)C(=O)[O-])C)=O)C=2C(=NC=CC2C)C(C)C)N=C1C1=C(C=CC=C1OC)F